6-(5-methyl-2-(4-(trifluoromethyl)-1H-1,2,3-triazol-1-yl)phenyl)pyrimidin-4-ol CC=1C=CC(=C(C1)C1=CC(=NC=N1)O)N1N=NC(=C1)C(F)(F)F